FC12CC(C1)(C2)C2(CC2)N l-1-{3-fluorobicyclo[1.1.1]pentan-1-yl}cyclopropan-1-amine